COC1=CC=C(COCC2=C3C(=C(N=C2)C)OC(OC3)(C)C)C=C1 5-((4-methoxybenzyloxy)methyl)-2,2,8-trimethyl-4H-[1,3]dioxino[4,5-c]pyridine